1-[(2-ethyl-5-methyl-phenyl)carbamothioyl]-3-[[4-[1-[4-(trifluoromethoxy)phenyl]-1H-1,2,4-triazol-3-yl]phenyl]methyl]urea C(C)C1=C(C=C(C=C1)C)NC(=S)NC(=O)NCC1=CC=C(C=C1)C1=NN(C=N1)C1=CC=C(C=C1)OC(F)(F)F